(R)-3-(1-oxo-4-((4-(piperidin-1-ylmethyl)benzyl)thio)isoindolin-2-yl)piperidine-2,6-dione O=C1N(CC2=C(C=CC=C12)SCC1=CC=C(C=C1)CN1CCCCC1)[C@H]1C(NC(CC1)=O)=O